COC1=NC(=CC=C1NC(=O)C1=C(N=NN1C1=CC=CC=C1)C)C=1C=NC=NC1 N-(2-Methoxy-6-(pyrimidin-5-yl)pyridin-3-yl)-4-methyl-1-phenyl-1H-1,2,3-triazole-5-carboxamide